COC1=CC2=C(N=C(S2)CNC(=O)C2(CC3=CC=CC=C3C2)CC(=O)[O-])C=C1C(=O)N1CCC(CC1)[N+](C)(C)C 2-[2-[[6-methoxy-5-[4-(trimethylammonio)piperidine-1-carbonyl]-1,3-benzothiazol-2-yl]methylcarbamoyl]indan-2-yl]acetate